propylene glycol bis(2-mercaptopropionate) SC(C(=O)OCC(C)OC(C(C)S)=O)C